COCC(CC1=CC=C(C=C1)C)NC1=NC=CC=C1N N2-(1-methoxy-3-p-tolylpropan-2-yl)pyridine-2,3-diamine